(S)-1-(N-methyl-5-((2-methyl-2H-1,2,3-triazol-4-yl)ethynyl)nicotinamido)-3-phenylpropan-2-yl acetate C(C)(=O)O[C@H](CN(C(C1=CN=CC(=C1)C#CC1=NN(N=C1)C)=O)C)CC1=CC=CC=C1